bis-(dimethylaminopropyl)amine CN(C)CCCNCCCN(C)C